C(C=C)(=O)N1CC(CC1)OC=1N=C2C(=C(C=NC2=CC1)C#N)NC1=C(C(=CC=C1)Cl)F (1S)-6-((1-acryloylpyrrolidin-3-yl)oxy)-4-((3-chloro-2-fluorophenyl)amino)-1,5-naphthyridine-3-carbonitrile